C1(CC1)C=1N=COC1C(=O)N1[C@@H](C2=C(CC1)NC=N2)C2=NN1C(C(=CC=C1)C(F)(F)F)=C2 (S)-(4-cyclopropyloxazol-5-yl)(4-(4-(trifluoromethyl)pyrazolo[1,5-a]pyridin-2-yl)-1,4,6,7-tetrahydro-5H-imidazo[4,5-c]pyridin-5-yl)methanone